FC(C(C(F)F)(O)C1=CC=C(C=C1)C1=CC=C(C=C1)C=O)(F)F 4'-(1,1,1,3,3-Pentafluoro-2-hydroxypropan-2-yl)-[1,1'-biphenyl]-4-carbaldehyde